FC1(CC(C1)CNC(=O)C1=NC=CC=C1)F N-((3,3-difluorocyclobutyl)methyl)pyridineamide